ClC1=NC=CC(=C1CSC=1NC(C2=C(N1)CCC2)=O)Cl 2-{[(2,4-dichloropyridin-3-yl)methyl]sulfanyl}-3H,5H,6H,7H-cyclopenta[d]pyrimidin-4-one